FC=1C=C(C=C(C1)F)C1=CC=CC(=N1)OC=1C=CC(=C(C1)O)F 5-{[6-(3,5-difluorophenyl)pyridin-2-yl]oxy}-2-fluorophenol